COC(C1=CC(=C(C=C1)N)NC[C@H]1OCC1)=O (S)-4-Amino-3-((oxetan-2-ylmethyl)amino)benzoic acid methyl ester